5-(5-cyclopropyl-3-ethylsulfonyl-indazol-2-yl)-1-(2,2,3,3,3-pentafluoro-propyl)pyrazolo[3,4-c]pyridine Bromohypochlorit ClBr.C1(CC1)C1=CC2=C(N(N=C2C=C1)C=1C=C2C(=CN1)N(N=C2)CC(C(F)(F)F)(F)F)S(=O)(=O)CC